OC1CC(CCCC1)N1C(C2(C3=C1N=C(N=C3)NC=3C(=NNC3)C)CC2)=O 7'-(3-hydroxycycloheptyl)-2'-((3-methyl-1H-pyrazol-4-yl)amino)spiro[cyclopropane-1,5'-pyrrolo[2,3-d]pyrimidin]-6'(7'H)-one